N-(4-(trifluoromethoxy)phenyl)-5-(5-(trifluoromethyl)nicotinamido)-1,2,3-thiadiazole-4-carboxamide FC(OC1=CC=C(C=C1)NC(=O)C=1N=NSC1NC(C1=CN=CC(=C1)C(F)(F)F)=O)(F)F